2-chloro-5-(5-((cyclohexyl-(2-hydroxyethyl)amino)methyl)-1H-tetrazol-1-yl)benzonitrile ClC1=C(C#N)C=C(C=C1)N1N=NN=C1CN(CCO)C1CCCCC1